[O-]CCCC.[Cu+2].[O-]CCCC copper n-butoxide